C1(CCCCC1)P(C1=C(SC(=C1P(C1CCCCC1)C1CCCCC1)CC)CC)C1CCCCC1 3,4-bis(dicyclohexylphosphino)-2,5-diethylthiophene